trans-4-(picolinamido)cyclohexanecarboxylic acid methyl ester COC(=O)[C@@H]1CC[C@H](CC1)NC(C1=NC=CC=C1)=O